S1C2=C(C=C1)C=C(C=C2)CNC(=O)[C@@H]2NCCN(C2)C=2C=1C(N=CN2)=NN(C1)C1=CC=C(C=C1)C (R)-N-(benzo[b]thiophen-5-ylmethyl)-4-(2-(p-tolyl)-2H-pyrazolo[3,4-d]pyrimidin-4-yl)piperazine-2-carboxamide